N1C(CCCC1)C(=O)N piperidine-2-formamide